5-(2-ethyl-6-piperazin-1-yl-3-pyridyl)-1,3-dimethyl-pyridin-2-one C(C)C1=NC(=CC=C1C=1C=C(C(N(C1)C)=O)C)N1CCNCC1